BrC=1C=C(OC=2C=CC(=C(C2)NC(CCN2CCCCC2)=O)C)C=C(C1)[N+](=O)[O-] N-(5-(3-Bromo-5-nitrophenoxy)-2-methylphenyl)-3-(piperidin-1-yl)propanamide